(2S)-2-methylazetidine (R)-camphorsulfonic acid salt [C@@]12(C(=O)CC(CC1)C2(C)C)CS(=O)(=O)O.C[C@@H]2NCC2